C1(=CC=CC2=CC=CC=C12)C1=CC=CC2=CC=CC=C12 R-(+)-1,1-binaphthyl